tert-butyl 4-[6-[4-(tert-butoxycarbonylamino)butylamino]-3-chloro-2-quinolyl]piperazine-1-carboxylate C(C)(C)(C)OC(=O)NCCCCNC=1C=C2C=C(C(=NC2=CC1)N1CCN(CC1)C(=O)OC(C)(C)C)Cl